N-(3,4-dichloro-2-fluoro-phenyl)-6-[(3S)-3-piperidyl]quinazolin-4-amine ClC=1C(=C(C=CC1Cl)NC1=NC=NC2=CC=C(C=C12)[C@H]1CNCCC1)F